3-(4-((3-((dicyclohexylamino)methyl)benzyl)thio)-1-oxoisoindolin-2-yl)piperidine-2,6-dione C1(CCCCC1)N(C1CCCCC1)CC=1C=C(CSC2=C3CN(C(C3=CC=C2)=O)C2C(NC(CC2)=O)=O)C=CC1